C1C(C)(C(=O)OC(=O)OC1=O)C(=O)[O-] 1-carbonyl propane-1,2,2-tricarboxylate